NC1CC(CCC1)NC(C)=O N-(3-aminocyclohexyl)acetamide